BrC=1C=C(C=CC1)N1N=CC2=C1N=C1N(CCC3=C1NC1=CC=CC=C31)C2=O 1-(3-bromophenyl)-6,7-dihydro-1H-pyrazolo[3'',4'':4',5']pyrimido[1',2':1,2]pyrido[3,4-b]indol-4(12H)-one